2-[3-[methoxy-(4-methyl-1,2,4-triazol-3-yl)methyl]phenyl]-6-[[(1-methylcyclobutyl)amino]methyl]-4-(trifluoromethyl)isoindolin-1-one COC(C=1C=C(C=CC1)N1C(C2=CC(=CC(=C2C1)C(F)(F)F)CNC1(CCC1)C)=O)C1=NN=CN1C